O=C1NC(CCC1N1C(C2=CC=C(C=C2C1=O)CCCN1CCN(CC1)C1=NC(=CC=C1)C1=CN=C2N1N=C(C=C2)N2[C@H](CCC2)C2=CC(=CC=C2)F)=O)=O 2-(2,6-Dioxopiperidin-3-yl)-5-(3-(4-(6-(6-((R)-2-(3-fluorophenyl)pyrrolidin-1-yl)imidazo[1,2-b]pyridazin-3-yl)pyridin-2-yl)piperazin-1-yl)propyl)isoindoline-1,3-dione